C(C)(C)(C)OC(=O)NC1(COC1)C(=O)O 3-((tert-butoxycarbonyl)amino)oxetane-3-carboxylic acid